1-(4-(4-amino-1-(2-hydroxyethyl)-1H-pyrazolo[3,4-d]pyrimidin-3-yl)-2-fluorophenyl)-3-(3-(1-(trifluoromethyl)cyclopropyl)isoxazol-5-yl)urea NC1=C2C(=NC=N1)N(N=C2C2=CC(=C(C=C2)NC(=O)NC2=CC(=NO2)C2(CC2)C(F)(F)F)F)CCO